(S)-4-(5-(5-fluoro-2-methoxypyridin-4-yl)-1H-pyrazole-3-carbonyl)-N-((5-(trifluoromethyl)pyrimidin-2-yl)methyl)-4-azaspiro[2.5]octane-7-carboxamide FC=1C(=CC(=NC1)OC)C1=CC(=NN1)C(=O)N1C2(CC2)C[C@H](CC1)C(=O)NCC1=NC=C(C=N1)C(F)(F)F